tert-butyl N-[(3R)-5,5,7-trifluoro-8-[5-(1-methyl-1-methylsulfonyl-ethyl)-1,3,4-oxadiazol-2-yl]-2-oxo-1-[(4-phenoxyphenyl)methyl]-3,4-dihydro-1-benzazepin-3-yl]carbamate FC1(C[C@H](C(N(C2=C1C=C(C(=C2)C=2OC(=NN2)C(C)(S(=O)(=O)C)C)F)CC2=CC=C(C=C2)OC2=CC=CC=C2)=O)NC(OC(C)(C)C)=O)F